Benzyl 4-((((1R,5S,6s)-6-(5-cyclopropylisoxazole-3-carboxamido)-3-azabicyclo[3.1.0]hexan-3-yl)sulfonyl)methyl)piperidine-1-carboxylate C1(CC1)C1=CC(=NO1)C(=O)NC1[C@@H]2CN(C[C@H]12)S(=O)(=O)CC1CCN(CC1)C(=O)OCC1=CC=CC=C1